((2S,4S)-2,4-dimethyl-azetidin-1-yl)methanone C[C@@H]1N([C@H](C1)C)C=O